FC(C1=CC=C(C=C1)NC([O-])=O)(F)F N-[4-(trifluoromethyl) phenyl]Carbamate